C(C)(C)(C)OC(NCCSSC1=NC=CC=C1)=O.BrC=1N=C(SC1)C1=CC=C(C=C1)N1CCCC1 4-bromo-2-(4-(pyrrolidin-1-yl)phenyl)thiazole tert-butyl-N-[2-(2-pyridyldisulfanyl)ethyl]carbamate